BrC1=CC(=C2C(=NN(C2=C1)C1OCCCC1)I)Cl 6-bromo-4-chloro-3-iodo-1-(oxan-2-yl)indazole